[W].[Y] yttrium-tungsten